NC1=C(C(=NC=N1)OC1=C(C=C(C=C1)C1=NN(C(=C1C(=O)N)C(F)(F)F)C1=CC=CC=C1)F)Cl (4-((6-amino-5-chloro-pyrimidin-4-yl)oxy)-3-fluorophenyl)-1-phenyl-5-(trifluoromethyl)-1H-pyrazole-4-carboxamide